hexanoic acid dimethylamine salt CNC.C(CCCCC)(=O)O